4-imidazo[1,5-a]pyridin-8-ylsulfanyl-6-[5-methyl-1-(1-methyl-4-piperidyl)pyrazol-4-yl]pyrazolo[1,5-a]pyridine-3-carbonitrile C=1N=CN2C1C(=CC=C2)SC=2C=1N(C=C(C2)C=2C=NN(C2C)C2CCN(CC2)C)N=CC1C#N